((3-(bis(tert-butoxycarbonyl)amino)-5-(trifluoromethyl)phenyl)carbamoyl)(3-(4-(2-methoxy-4-methylpyrimidin-5-yl)benzyl)-1,2,3-oxadiazol-3-ium-5-yl)amide C(C)(C)(C)OC(=O)N(C=1C=C(C=C(C1)C(F)(F)F)NC(=O)[N-]C1=C[N+](=NO1)CC1=CC=C(C=C1)C=1C(=NC(=NC1)OC)C)C(=O)OC(C)(C)C